N[C@@H]1C[C@H](N(C1)C(=O)C1=NC2=CC=C(C=C2C=C1)Cl)C=1SC=C(N1)C(=O)N[C@H](C(=O)NC)CCCCNC(=N)N 2-((2S,4R)-4-Amino-1-(6-chlorochinolin-2-carbonyl)pyrrolidin-2-yl)-N-((S)-6-guanidino-1-(methylamino)-1-oxohexan-2-yl)thiazol-4-carboxamid